NC1=NN=NC(=C1)N 4,6-diamino-triazine